C[Si](CCCNCCNCCC[Si](C)(OC)OC)(OC)OC bis[3-(methyldimethoxysilyl)propyl]ethylenediamine